(tert-butylamino)dimethyl-(tetramethylcyclopentadienyl)titanium (IV) C(C)(C)(C)N[Ti](C1(C(=C(C(=C1)C)C)C)C)(C)C